(4R)-2,2-dimethyl-4-(2-triisopropylsilylethynyl)-1,3-dioxane-4-carbaldehyde CC1(OCC[C@](O1)(C=O)C#C[Si](C(C)C)(C(C)C)C(C)C)C